BrC1=C(C=C2C(=CNC2=C1)C(C)=O)CCC1=CC=C(C=C1)C(F)(F)F 1-(6-Bromo-5-(4-(trifluoromethyl)phenethyl)-1H-indol-3-yl)ethan-1-one